(2S,4R)-1-(2-(3-acetyl-6-methoxy-5-(2-methylpyrimidin-5-yl)-1H-indazol-1-yl)acetyl)-N-(6-bromopyridin-2-yl)-4-fluoropyrrolidine-2-carboxamide C(C)(=O)C1=NN(C2=CC(=C(C=C12)C=1C=NC(=NC1)C)OC)CC(=O)N1[C@@H](C[C@H](C1)F)C(=O)NC1=NC(=CC=C1)Br